4-[4-(4-chlorophenyl)-1-piperidyl]-3-fluoro-aniline ClC1=CC=C(C=C1)C1CCN(CC1)C1=C(C=C(N)C=C1)F